4-Octylaminobutan C(CCCCCCC)NCCCC